C(C)(C)(C)OOC(C1=CC=CC=C1)=O.FC=1C=C(C=C(C1)F)[C@@H]1CC=NN1C(=O)N1CCN(CC1)C1=CC(=NC=C1F)C1=C(C=NN1C)C (S)-(5-(3,5-difluorophenyl)-4,5-dihydro-1H-pyrazol-1-yl)(4-(2-(1,4-dimethyl-1H-pyrazol-5-yl)-5-fluoropyridin-4-yl)piperazin-1-yl)methanone t-butylperOxybenzoate